N-[6-(difluoromethoxy)-5-fluoro-2-methoxy-3-pyridyl]-5-(2-fluorophenyl)-1H-pyrrole-3-sulfonamide FC(OC1=C(C=C(C(=N1)OC)NS(=O)(=O)C1=CNC(=C1)C1=C(C=CC=C1)F)F)F